C(C)(C)(C)C=1N(C2=C(C=CC(=C2C1)C[C@H]1[C@@H](CNCC1)C1=CC=C(C=C1)C(=O)OC(C)(C)C)C)C(=O)O.CN(CC(=O)O)CCOC(C=C)=O methylacryloyloxyethyl-glycine tert-butyl-4-(((3R,4R)-3-(4-(tert-butoxycarbonyl)phenyl)piperidin-4-yl)methyl)-7-methyl-1H-indole-1-carboxylate